ClC[C@H](COC1=C(C=C(C=C1)C#CC1=CC=C(OC[C@@H](CO)O)C=C1)F)O (R)-3-(4-((4-((S)-3-chloro-2-hydroxypropoxy)-3-fluorophenyl)ethynyl)phenoxy)propane-1,2-diol